4-(2-ethyl-3-((4-(4-chlorophenyl)thiazol-2-yl)(methyl)amino)imidazo[1,2-a]pyridin-6-yl)-3,6-dihydro-2H-thiopyran 1,1-dioxide C(C)C=1N=C2N(C=C(C=C2)C=2CCS(CC2)(=O)=O)C1N(C)C=1SC=C(N1)C1=CC=C(C=C1)Cl